methyl-5-((R)-2-(((tert-butoxycarbonyl)((R)-1-(naphthalen-1-yl)ethyl)amino)methyl)-2H-chromen-4-yl)-2-methylbenzoate COC(C1=C(C=CC(=C1)C1=C[C@@H](OC2=CC=CC=C12)CN([C@H](C)C1=CC=CC2=CC=CC=C12)C(=O)OC(C)(C)C)C)=O